(s)-2-(4-(4-Chlorophenyl)-2,3,9-trimethyl-6h-thieno[3,2-f][1,2,4]triazolo[4,3-a][1,4]diazepin-6-yl)acetamide ClC1=CC=C(C=C1)C1=N[C@H](C=2N(C3=C1C(=C(S3)C)C)C(=NN2)C)CC(=O)N